C(#N)C1=CC(=C(C=C1)NS(=O)(=O)C1=CNC(=C1)C1CCC1)F N-(4-cyano-2-fluorophenyl)-5-cyclobutyl-1H-pyrrole-3-sulfonamide